4,6-diacetoxy-1,3-cyclohexanedione C(C)(=O)OC1C(CC(C(C1)OC(C)=O)=O)=O